ClC=1C=C(C(=O)O)C=CC1C1=NC2=CC=C(C=C2C=C1)O 3-chloro-4-(6-hydroxy-quinolin-2-yl)-benzoic acid